CC1=C(C(=O)O)C=C(C(=C1O)O)O Methylgallic acid